Azaquinolone N1C(N=CC2=CC=CC=C12)=O